5-(2-methylhex-5-en-2-yl)benzene-1,3-diol CC(C)(CCC=C)C=1C=C(C=C(C1)O)O